CC1=C(CN2CCCCC2)C=CC=C1 1-(2-methyl-benzyl)-piperidine